2-methoxypropyl ((4-(tert-butyl)phenoxy) (perfluorophenoxy)phosphoryl)-L-alaninate C(C)(C)(C)C1=CC=C(OP(=O)(OC2=C(C(=C(C(=C2F)F)F)F)F)N[C@@H](C)C(=O)OCC(C)OC)C=C1